OC(CNS(=O)(=O)C1=CC=C(C=C1)C)C1=CC(=NC=C1)C N-[2-hydroxy-2-(2-methyl-4-pyridyl)ethyl]-4-methyl-benzenesulfonamide